The molecule is an organic heterobicyclic compound that is a cyclic peroxy compound isolated from the Australian marine sponge Plakinastrella clathrata. It has a role as a metabolite. It is a gamma-lactone, an organic heterobicyclic compound and a member of phenols. C[C@@]1(C[C@]2([C@H](CC(=O)O2)OO1)C)CCCCCCCCCCCCC3=CC=C(C=C3)O